C(C)(=O)N1COC=NC1=N[N+](=O)[O-] 3-acetyl-4-nitroimino-1,3,5-oxadiazine